2-[4-(4-Chlorophenoxy)-3-nitrophenyl]-7-hydroxy-thiazolo[5,4-d]pyrimidine ClC1=CC=C(OC2=C(C=C(C=C2)C=2SC=3N=CN=C(C3N2)O)[N+](=O)[O-])C=C1